CN(CCNC(NC1=CC=C(C=C1)C=1C=CC2=C(N(C=N2)C=2C=C(C=CC2)NC(COC)=O)C1)=O)C N-(3-(6-(4-(3-(2-(dimethylamino)ethyl)ureido)phenyl)-1H-benzo[d]imidazol-1-yl)phenyl)-2-methoxyacetamide